ClC1=C(C=CC=C1NC(=O)C1=NN2C([C@H](CCC2)N2CCC(CC2)O)=C1)C1=C(C(=CC=C1)NC=1C2=C(N=C(N1)C(F)F)C=CC=N2)Cl (S)-N-(2,2'-dichloro-3'-((2-(difluoromethyl)pyrido[3,2-d]pyrimidin-4-yl)amino)-[1,1'-biphenyl]-3-yl)-4-(4-hydroxypiperidin-1-yl)-4,5,6,7-tetrahydropyrazolo[1,5-a]pyridine-2-carboxamide